NC=1N=CC(=NC1OC=1C=NN(C1)C1CCN(CC1)C)C=1C=C(C=C(C1)N1[C@@H](COCC1)C)[C@@]1(COCC1)O (S)-3-(3-(5-amino-6-((1-(1-methylpiperidin-4-yl)-1H-pyrazol-4-yl)oxy)pyrazin-2-yl)-5-((R)-3-methylmorpholino)phenyl)tetrahydrofuran-3-ol